3-Amino-3-[(4-methoxy-4-oxobutan-2-yl)carbamoyl]propanoic acid NC(CC(=O)O)C(NC(C)CC(=O)OC)=O